tert-Butyl 4-[3-(3-chlorophenyl)-1-methyl-prop-2-ynylidene]-3,3-difluoro-piperidine-1-carboxylate ClC=1C=C(C=CC1)C#CC(C)=C1C(CN(CC1)C(=O)OC(C)(C)C)(F)F